2-hydroxy-2,4,6-cycloheptatriene-1-one OC=1C(C=CC=CC1)=O